C(CCC)[Si](C=1C=C(C=CC1)P(N(P(C1=CC(=CC=C1)[Si](CCCC)(CCCC)CCCC)C1=C(C=CC=C1)OC)CCCC)C1=CC(=CC=C1)[Si](CCCC)(CCCC)CCCC)(CCCC)CCCC N-(bis(3-(tributylsilyl)phenyl)phosphaneyl)-N-butyl-1-(2-methoxyphenyl)-1-(3-(tributylsilyl)phenyl)phosphanamine